NC1=C(C(=NN1C[C@H]1CNCCC1)C1=CC=C(C=C1)CNC(C1=C(C=CC=C1)OC)=O)C(=O)N 5-Amino-3-[4-[[(2-methoxybenzoyl)amino]methyl]phenyl]-1-[[(3R)-3-piperidinyl]methyl]pyrazole-4-carboxamide